(R)-(4-(6-(6-(2-(ethyl-(isopropyl)carbamoyl)-4-fluorophenoxy)-1,2,4-triazin-5-yl)-2,6-diazaspiro[3.4]oct-2-yl)-5-methylhexyl)carbamic acid tert-butyl ester C(C)(C)(C)OC(NCCC[C@H](C(C)C)N1CC2(C1)CN(CC2)C=2N=CN=NC2OC2=C(C=C(C=C2)F)C(N(C(C)C)CC)=O)=O